ClC=1C=C(C=CC1F)N(C(=O)[C@H]1N(C(OC1)=O)C1=NC(=CC(=C1)C(F)(F)F)C=C)C (S)-N-(3-chloro-4-fluorophenyl)-N-methyl-2-oxo-3-(4-(trifluoromethyl)-6-vinylpyridin-2-yl)oxazolidine-4-carboxamide